C(C)(C)(C)OC(=O)N1CCN(CC1)CCC(=O)C1=CC(=CC=C1)N 4-(3-(3-aminophenyl)-3-oxopropyl)piperazine-1-carboxylic acid tert-butyl ester